(R)-6-chloro-3-((1-(2-(1-ethyl-4,6-dihydropyrrolo[3,4-c]pyrazol-5(1H)-yl)-3,6-dimethyl-4-oxo-3,4-dihydroquinazolin-8-yl)ethyl)amino)-N-(methylsulfonyl)picolinamide ClC1=CC=C(C(=N1)C(=O)NS(=O)(=O)C)N[C@H](C)C=1C=C(C=C2C(N(C(=NC12)N1CC=2N(N=CC2C1)CC)C)=O)C